F[C@H]1CN(C[C@@H]1NC(=O)C1=NC=C(C2=CC(=NC=C12)NC1=NC(=NC=C1)N1C[C@]([C@@H](CC1)O)(C)F)C(C)C)C(=O)OC(C)(C)C tert-butyl (3S,4S)-3-fluoro-4-(6-((2-((3S,4R)-3-fluoro-4-hydroxy-3-methylpiperidin-1-yl)pyrimidin-4-yl)amino)-4-isopropyl-2,7-naphthyridine-1-carboxamido)pyrrolidine-1-carboxylate